(R)-N-(1-(3-amino-5-(trifluoromethyl)phenyl)ethyl)-1-(3-(dimethylcarbamoyl)phenyl)-6-oxo-1,6-dihydropyridazine-3-carboxamide NC=1C=C(C=C(C1)C(F)(F)F)[C@@H](C)NC(=O)C1=NN(C(C=C1)=O)C1=CC(=CC=C1)C(N(C)C)=O